C(C)(C)(C)OC(=O)N[C@H]1C[C@H](CCC1)C(=O)[O-].C1(=CC=CC=C1)[C@H](C)[NH3+] (S)-1-phenylethanaminium (1S,3R)-3-((tert-butoxycarbonyl)amino)cyclohexanecarboxylate